N-[4-(7-(4-cyanophenyl)-5-{[(3R)-1-methylpiperidin-3-yl]methoxy}imidazo[1,2-c]pyrimidin-8-yl)benzyl]-N,N',N'-trimethylurea C(#N)C1=CC=C(C=C1)C1=C(C=2N(C(=N1)OC[C@H]1CN(CCC1)C)C=CN2)C2=CC=C(CN(C(=O)N(C)C)C)C=C2